C1(CC1)C1=C(C(=NO1)C1=C(C=CC=C1Cl)Cl)COCC12CCC(CC1)(CC2)C=2SC=C(N2)C 2-(4-(((5-Cyclopropyl-3-(2,6-dichlorophenyl)isoxazol-4-yl)methoxy)methyl)bicyclo[2.2.2]octan-1-yl)-4-methylthiazol